tert-Butyl-4-(4-(2-(3-amino-6-chlorothieno[2,3-b]pyridine-2-carboxamido)ethyl)-2,5-difluorophenyl)piperazine C(C)(C)(C)N1CCN(CC1)C1=C(C=C(C(=C1)F)CCNC(=O)C1=C(C=2C(=NC(=CC2)Cl)S1)N)F